methyl hydrogen (5-((6-amino-8-hydroxy-2-(2-hydroxyethoxy)-9H-purin-9-yl)methyl)-2-methoxybenzyl)phosphonate NC1=C2N=C(N(C2=NC(=N1)OCCO)CC=1C=CC(=C(CP(OC)(O)=O)C1)OC)O